5-(benzo[d]oxazol-2-yl)-2-(7-fluoro-3,4-dihydrobenzo[b][1,4]oxazepine-5(2H)-yl)isonicotinic acid O1C(=NC2=C1C=CC=C2)C2=CN=C(C=C2C(=O)O)N2C1=C(OCCC2)C=CC(=C1)F